O(S(=O)(=O)C(F)(F)F)C1=NC=2CCC(CC2C=C1)N 6-amino-5,6,7,8-tetrahydroquinolin-2-yl triflate